CC1=C(OC=2CCC3=CN(N=C3C21)CC2(COC2)C)C(=O)O 8-methyl-2-[(3-methyloxetan-3-yl)methyl]-4,5-dihydro-2H-furo[2,3-g]indazole-7-carboxylic acid